CC1=C(C(=CC(=C1)C)C)S(=O)(=O)[O-].N[N+]1=C(C=C(C(=C1)OCC)C(=O)OC)C#CC 1-Amino-5-ethoxy-4-(methoxycarbonyl)-2-(prop-1-yn-1-yl)pyridin-1-ium 2,4,6-trimethylbenzene-1-sulfonate